C1(CC1)C1(OC1)C 2-cyclopropyl-2-methyloxirane